FC1=CC=CC(=N1)CS(=O)(=O)N 1-(6-fluoropyridin-2-yl)methylsulfonamide